FC1=C(C=CC(=C1)F)C1=C(C(=CN1S(=O)(=O)C1=CC(=CC=C1)F)CN)OC 1-(5-(2,4-difluorophenyl)-1-((3-fluorophenyl)sulfonyl)-4-methoxy-1H-pyrrol-3-yl)-N-methyl-amine